NCC1=CC(=C(C(=C1)C)NC(=O)C1=CC2=C(OCCC3=C2SC=C3)C=C1C=1C(=NC(=CC1)C(NC13CCC(CC1)CC3)=O)C(=O)OC)C methyl 3-(9-((4-(aminomethyl)-2,6-dimethylphenyl)carbamoyl)-4,5-dihydrobenzo[b]thieno[2,3-d]oxepin-8-yl)-6-(bicyclo[2.2.2]octan-1-ylcarbamoyl)picolinate